FC=1C=C2[C@@H]([C@H](COC2=CC1)N1C[C@H](OCC1)C)N (3R,4S)-6-fluoro-3-((R)-2-methylmorpholino)chroman-4-amine